CC1=C(C=C(C=C1)C(C(=O)O)C)CN1S(C2=C(O[C@@H](C1)C)C=CC=C2)(=O)=O (4-methyl-3-(((R)-4-methyl-1,1-dioxido-3,4-dihydro-2H-benzo[b][1,4,5]oxathiazepin-2-yl)methyl)phenyl)propanoic acid